N1CCC2(CC1)OC(C1=C2C=CC=C1)=O 3H-spiro[2-benzofuran-1,4'-piperidin]-3-one